1-(((S)-1-((R)-3-cyclohexyl-2-methylpropanoyl)-4-hydroxy-3,3-dimethylpiperidin-4-yl)methyl)-5-(4-hydroxypiperidine-1-carbonyl)-4-phenylpyridin-2(1H)-one C1(CCCCC1)C[C@H](C(=O)N1CC([C@](CC1)(O)CN1C(C=C(C(=C1)C(=O)N1CCC(CC1)O)C1=CC=CC=C1)=O)(C)C)C